CN1CCN(CC1)C=1C=C(C=CC1)C1=CC=C(C=C1)OC=1N=NNC1C(=O)O 4-((3'-(4-methylpiperazin-1-yl)-[1,1'-biphenyl]-4-yl)oxy)-1H-1,2,3-triazole-5-carboxylic acid